Methyl (S)-(8-(2,4-dichlorophenyl)-9-(4-((1-(3-fluoropropyl)pyrrolidin-3-yl)oxy)phenyl)-6,7-dihydro-5H-benzo[7]annulen-3-yl)carbamate ClC1=C(C=CC(=C1)Cl)C=1CCCC2=C(C1C1=CC=C(C=C1)O[C@@H]1CN(CC1)CCCF)C=CC(=C2)NC(OC)=O